C(CC)OC1=C(C=CC=C1C1=CC=CC=C1)O propoxy-m-phenylphenol